C(C1=CC=CC=C1)OC1=C(C(=CC(=C1)CC(C)(C)OC)OCC1=CC=CC=C1)C1=C2CCN(C2=CC=C1C)CC 4-(2,6-Bis(benzyloxy)-4-(2-methoxy-2-methylpropyl)phenyl)-1-ethyl-5-methylindolin